C(C(CCC)CCC)(=O)O[C@H]1C[C@@H](OC(C(CCC)CCC)=O)[C@H](O)[C@H](O1)CO 1,3-Di-O-Valproyl-2-Deoxy-β-D-Glucopyranose